CO\N=C(/COC1=C(C(=NN1C)C(F)(F)F)F)\C1=C(C=C(C=C1)Cl)Cl (Z)-1-(2,4-dichlorophenyl)-2-((4-fluoro-1-methyl-3-(trifluoromethyl)-1H-pyrazol-5-yl)oxy)ethan-1-one-O-methyloxime